5-(trifluoromethoxy)pyridin-3-amine dihydrochloride salt Cl.Cl.FC(OC=1C=C(C=NC1)N)(F)F